tert-butyl 5-(difluoromethoxy)-4-(((3R,4R)-3-(4-(methoxycarbonyl)phenyl)-1-(2,2,2-trifluoroethyl)piperidin-4-yl)oxy)-7-methyl-1H-indole-1-carboxylate FC(OC=1C(=C2C=CN(C2=C(C1)C)C(=O)OC(C)(C)C)O[C@H]1[C@@H](CN(CC1)CC(F)(F)F)C1=CC=C(C=C1)C(=O)OC)F